5-hydroxy-1-methylimidazolidine-2,4-dione OC1C(NC(N1C)=O)=O